ClC=1C(N(C(=CC1OCC1=NC=C(C=C1F)F)C([2H])([2H])[2H])C1=CC(=NC=C1C)C=1N=C(SC1)C(C(=O)N)(C)C)=O 2-(4-(3-chloro-4-((3,5-difluoropyridin-2-yl)methoxy)-5'-methyl-6-(methyl-d3)-2-oxo-2H-[1,4'-bipyridine]-2'-yl)thiazol-2-yl)-2-methylpropionamide